N-[4-(3-cyanophenyl)-5-(4-methylquinazolin-6-yl)thiazol-2-yl]-3-methyl-2-oxo-1-oxa-3,8-diazaspiro[4.5]decane-8-carboxamide C(#N)C=1C=C(C=CC1)C=1N=C(SC1C=1C=C2C(=NC=NC2=CC1)C)NC(=O)N1CCC2(CN(C(O2)=O)C)CC1